C(C=C)C(C(=O)OCC1CO1)CC(=O)[O-] monoglycidyl allylsuccinate